(S)-3-[4-(4-morpholin-4-ylmethyl-benzyloxy)-1-oxo-1,3-dihydro-isoindol-2-yl]piperidine-2,6-dione hydrochloride Cl.N1(CCOCC1)CC1=CC=C(COC2=C3CN(C(C3=CC=C2)=O)[C@@H]2C(NC(CC2)=O)=O)C=C1